BrC#CCC(C1=C(C=CC(=C1)F)F)N1CC2=C(C=C(C=C2C1=O)C1=CC=C(C=C1)C1CCN(CC1)C(=O)[O-])F 4-(4-(2-(4-bromo-1-(2,5-difluorophenyl)but-3-yn-1-yl)-7-fluoro-3-oxoisoindoline-5-yl)phenyl)piperidine-1-carboxylate